tert-Butyl 3-(2-(2-oxo-3,4-dihydroquinolin-1(2H)-yl)ethyl)-3,8-diazabicyclo[3.2.1]octane-8-carboxylate O=C1N(C2=CC=CC=C2CC1)CCN1CC2CCC(C1)N2C(=O)OC(C)(C)C